OC(=O)C(F)(F)F.CC1=NN=C(S1)N1OCCC1 (5-methyl-1,3,4-thiadiazol-2-yl)isoxazolidine TFA salt